(E)-4-(2-(1-(4-methoxybenzoyl)-3-methyl-5-oxo-1,5-dihydro-4H-pyrazol-4-ylidene)hydrazinyl)-N-(pyrimidin-2-yl)benzenesulfonamide COC1=CC=C(C(=O)N2N=C(/C(/C2=O)=N\NC2=CC=C(C=C2)S(=O)(=O)NC2=NC=CC=N2)C)C=C1